(1,3-dimethylbutyl)-N'-phenyl-p-phenylenediamine CC(CC(C)C)N(C1=CC=C(C=C1)N)C1=CC=CC=C1